NC=1C=C(C=C(C1)C)C(C)NC1=NC(=NC2=C3C(=C(C=C12)N1CCOCC1)CCC3)C N-(1-(3-amino-5-methylphenyl)ethyl)-2-methyl-6-morpholino-8,9-dihydro-7H-cyclopenta[h]quinazolin-4-amine